FC=1C=CC(=C(\C=N\S(=O)C(C)(C)C)C1)O (E)-N-(5-fluoro-2-hydroxybenzylidene)-2-methylpropane-2-sulfinamide